bromoborate B([O-])([O-])Br